(Z)-1-acetyl-2-((4-(naphthalen-1-yl)-6-(4-(oxetan-3-yl)piperazine-1-carbonyl)quinolin-2-yl)methylene)-indolin-3-one C(C)(=O)N1\C(\C(C2=CC=CC=C12)=O)=C/C1=NC2=CC=C(C=C2C(=C1)C1=CC=CC2=CC=CC=C12)C(=O)N1CCN(CC1)C1COC1